C(C)(C)[C@@H]1CN=C(O1)C=1OC(CN1)C(C)C (5R,5R)-5,5'-diisopropyl-4,4',5,5'-tetrahydro-2,2'-bioxazole